2-anilino-6-fluoro-3-phenylquinazolin-4(3H)-one N(C1=CC=CC=C1)C1=NC2=CC=C(C=C2C(N1C1=CC=CC=C1)=O)F